ClC=1C=C(NC2(CCC3([C@@H](CC4=CC=CC=C34)C[C@H](CO)C3=CC=CC=C3)CC2)C(=O)OC)C=CC1 methyl (1r,2'R,4R)-4-(3-chloroanilino)-2'-[(2S)-3-hydroxy-2-phenylpropyl]-2',3'-dihydrospiro[cyclohexane-1,1'-indene]-4-carboxylate